N1=CC=CC(=C1)[C@@H]1N(C)CCC1 (R)-nicotine